1-(4-bromo-2-methoxyphenyl)-N-(isoxazol-3-yl)-N-(4-methoxybenzyl)-2-oxo-1,2-dihydroquinoline-6-sulfonamide BrC1=CC(=C(C=C1)N1C(C=CC2=CC(=CC=C12)S(=O)(=O)N(CC1=CC=C(C=C1)OC)C1=NOC=C1)=O)OC